C(C1=CC=CC=C1)(=O)OC(C(=O)O)C(C(=O)O)OC(C1=CC=CC=C1)=O L-2,3-dibenzoyloxybutanedioic acid